4-chloro-3-fluoro-5,7-dimethoxyquinoline ClC1=C(C=NC2=CC(=CC(=C12)OC)OC)F